((2-((2-hydroxyethyl)thio)ethyl)azanediyl)bis(hexane-6,1-diyl) dicyclopentadecanecarboxylate C1(CCCCCCCCCCCCCC1)C(=O)OCCCCCCN(CCCCCCOC(=O)C1CCCCCCCCCCCCCC1)CCSCCO